FC1(C(C(C(C(C1(F)F)(F)F)(F)F)(F)F)(F)F)C(C(F)(F)F)(C(F)(F)F)C(F)(F)F perfluorotert-butylcyclohexane